C(CCC)C1(CS(C2=C(N(C1)C1=CC=CC=C1)C=C(C(=C2)O\C=C(\C(=O)O)/F)SC)(=O)=O)CC rac-(Z)-3-((3-butyl-3-ethyl-7-(methylsulfanyl)-1,1-dioxido-5-phenyl-2,3,4,5-tetrahydro-1,5-benzothiazepin-8-yl)oxy)-2-fluoroacrylic acid